N-((6r,7r)-5-(azetidine-1-carbonyl)-6-((2,3'-difluoro-[1,1'-biphenyl]-3-yl)methyl)-5-azaspiro[2.4]heptane-7-yl)methanesulfonamide N1(CCC1)C(=O)N1CC2(CC2)[C@H]([C@H]1CC=1C(=C(C=CC1)C1=CC(=CC=C1)F)F)NS(=O)(=O)C